4-amino-7-fluoro-8-(3-fluoropyridin-2-yl)-N-propylisoquinoline-3-carboxamide NC1=C(N=CC2=C(C(=CC=C12)F)C1=NC=CC=C1F)C(=O)NCCC